3-benzyl-1-methyl-1,3,8-triazaspiro[4.5]decane C(C1=CC=CC=C1)N1CN(C2(C1)CCNCC2)C